ethyl 7-chloro-5-methyl-4-oxo-1-[3-(pyrimidin-4-yl)-1,2,4-thiadiazol-5-yl]-1,4-dihydro-1,8-naphthyridine-3-carboxylate ClC1=CC(=C2C(C(=CN(C2=N1)C1=NC(=NS1)C1=NC=NC=C1)C(=O)OCC)=O)C